2-ethyl-N-(pyridin-4-yl)acrylamide C(C)C(C(=O)NC1=CC=NC=C1)=C